FC=1C=C(C=C(C1)OC)C1C(C(NCC1)C)COC1=CC=C2CNC(C2=C1)=O (+/-)-6-{[(trans)-4-(3-fluoro-5-methoxyphenyl)-2-methylpiperidin-3-yl]methoxy}-2,3-dihydro-1H-isoindol-1-one